COC1=NC=CC=C1C1=CC=NC=C1 methoxy-3,4'-bipyridine